1-[3-(2-bromo-1,3-oxazol-4-yl)-2-[(tert-butoxycarbonyl)amino]propanoyl]-1,2-diazinane-3-carboxylic acid BrC=1OC=C(N1)CC(C(=O)N1NC(CCC1)C(=O)O)NC(=O)OC(C)(C)C